CN1C(C(=CC(=C1)C1=C(C=CC(=C1)CS(=O)(=O)C)OCC(F)(F)F)C)=O 1,3-dimethyl-5-[5-(methylsulfonylmethyl)-2-(2,2,2-trifluoroethoxy)phenyl]pyridin-2-one